ClC1=C(C(=O)Cl)C=C(C=N1)C=1C=NN(C1)C=1N(N=C(C1C(F)(F)F)C(C(F)(F)F)(F)F)C 2-chloro-5-(2'-methyl-5'-(perfluoroethyl)-4'-(trifluoromethyl)-2'H-[1,3'-bipyrazole]-4-yl)nicotinoyl chloride